ClC1=CC(=C(C=C1)C1=NC(=CC=2N=C(N(C(C21)=O)C)C)N2CC(OCC2)C(=O)OC)F methyl 4-(5-(4-chloro-2-fluorophenyl)-2,3-dimethyl-4-oxo-3,4-dihydropyrido[4,3-d]pyrimidin-7-yl)morpholine-2-carboxylate